BrC=1C(=NC=C(C(=O)NC[C@H](CC2=CC=CC=C2)O)C1)C (S)-5-bromo-N-(2-hydroxy-3-phenylpropyl)-6-methylnicotinamide